C(C)(C)(C)OC(NCCCCCCO)=O (6-hydroxyhexyl)carbamic acid tert-butyl ester